C(C=1C(O)=CC=CC1)(=O)[O-].C(C=1C(O)=CC=CC1)(=O)[O-].C(C=1C(O)=CC=CC1)(=O)[O-].C(C=1C(O)=CC=CC1)(=O)[O-].[Mg+2].[Mg+2] Magnesium tetrasalicylate